{[1,1'-binaphthalene]-2,2'-diylbis(oxynaphthalene-1,2-diyl)}dimethanol C1(=C(C=CC2=CC=CC=C12)OC1=C(C=CC2=CC=CC=C12)CO)C1=C(C=CC2=CC=CC=C12)OC1=C(C=CC2=CC=CC=C12)CO